C(C)(=O)O[C@@H]1C[C@@H]2C(C[C@H]3[C@@H]4CC[C@H]([C@@H]([C@H]([C@@H](CC(C)C)O)O)C)[C@]4(CC[C@@H]3[C@]2(CC1)C)C)=O (22R,23R,24S)-3β-acetoxy-22,23-dihydroxy-5α-cholestan-6-one